FC1(CN(CCC1OCCO)C1=NC=CC(=N1)NC=1N=CC2=C(C=CC(=C2C1)C(C)C)N1[C@@H]([C@H](C1)CS(=O)(=O)C)C)F 2-({3,3-difluoro-1-[4-({8-[(2R,3S)-3-(methanesulfonylmethyl)-2-methylazetidin-1-yl]-5-(propan-2-yl)isoquinolin-3-yl}amino)pyrimidin-2-yl]piperidin-4-yl}oxy)ethan-1-ol